(6R,16R)-9,19-difluoro-16-methyl-13-oxa-2,17,21,25-tetraazapentacyclo[16.6.2.02,6.07,12.022,26]hexacosane FC1CC2[C@H]3CCCN3C3CCC4NCC(C(N[C@@H](CCOC2CC1)C)C4N3)F